C(C)OC(CNC1=CC=C(C=C1)C1=NC(=CC=C1)N)=O (4-(6-aminopyridin-2-yl)phenyl)glycine ethyl ester